((R)-2-(benzofuran-3-yl)-1-(2-(4-((4-(2-((S)-2,6-dioxopiperidin-3-yl)-1,3-Dioxoisoindoline-5-yl)piperazin-1-yl)methyl)piperidin-1-yl)-2-oxoacetylamino)ethyl)boronic acid O1C=C(C2=C1C=CC=C2)C[C@H](NC(C(=O)N2CCC(CC2)CN2CCN(CC2)C=2C=C1C(N(C(C1=CC2)=O)[C@@H]2C(NC(CC2)=O)=O)=O)=O)B(O)O